ClC1=CC=C2C(=N1)C(N(C21CCOCC1)CC1=CC=C(C=C1)OC)=O 2'-chloro-6'-(4-methoxybenzyl)-2,3,5,6-tetrahydrospiro[pyran-4,5'-pyrrolo[3,4-b]pyridin]-7'(6'H)-one